6-(cyclopropanecarboxamido)-N-(methyl-d3)-4-((6-methyl-2-(trifluoromethyl)-5,6-dihydrobenzo[h][1,6]naphthyridin-7-yl-5,5-d2)amino)pyridazine-3-carboxamide C1(CC1)C(=O)NC1=CC(=C(N=N1)C(=O)NC([2H])([2H])[2H])NC1=CC=CC2=C1N(C(C=1C=CC(=NC21)C(F)(F)F)([2H])[2H])C